N(=O)C=1C(=C(C2=C(C(=C(C12)N)N)N)N)N=O dinitrosopentalenetetramine